1-tert-Butyl 3-fluoro-5-(1-(4-fluorophenyl)-1H-Pyrazol-4-yl)benzyl(methyl)carbamate FC=1C=C(CN(C(OC(C)(C)C)=O)C)C=C(C1)C=1C=NN(C1)C1=CC=C(C=C1)F